N-[4-[(6,7-Dimethoxy-1,5-naphthyridin-4-yl)oxy]phenyl]-5-(4-fluoro-2-methylphenyl)-1,6-dimethyl-4-oxopyridine-3-carboxamide COC=1N=C2C(=CC=NC2=CC1OC)OC1=CC=C(C=C1)NC(=O)C1=CN(C(=C(C1=O)C1=C(C=C(C=C1)F)C)C)C